4-(4-(3-fluoro-4-(4-(methyl-d3)piperazin-1-yl)phenyl)quinazolin-6-yl)pyridin-2-amine FC=1C=C(C=CC1N1CCN(CC1)C([2H])([2H])[2H])C1=NC=NC2=CC=C(C=C12)C1=CC(=NC=C1)N